C(C)[Si](OC1C2C=CC(C1)N2C(=O)OC(C)(C)C)(CC)CC tert-butyl 5-((triethylsilyl)oxy)-7-azabicyclo[2.2.1]hept-2-ene-7-carboxylate